CN(CCNC(C(CCC[NH2+]C(C(F)(F)F)=O)[NH2+]C(C(F)(F)F)=O)=O)C [5-[2-(dimethylamino)ethylamino]-5-oxo-4-[(2,2,2-trifluoroacetyl)ammonio]pentyl]-(2,2,2-trifluoroacetyl)ammonium